C(CCC\C=C/C\C=C/C\C=C/C\C=C/CCCCC)(=O)O.CC1=CC=C(C=C1)C1=CC=C(C=C1)C1=CCC(CC1)\C=C\C 4'-methyl-4-[(4-prop-(1E)-enyl)cyclohex-1-enyl]biphenyl anti-arachidonate